(S)-4-(4-chloro-6-(2-methylpyrrolidin-1-yl)pyridinecarboxamido)benzoic acid ClC1=CC(=NC(=C1)N1[C@H](CCC1)C)C(=O)NC1=CC=C(C(=O)O)C=C1